(R)-4-(2-chloro-9-ethyl-9H-purin-6-yl)-3-methylmorpholine ClC1=NC(=C2N=CN(C2=N1)CC)N1[C@@H](COCC1)C